3,5'-dichloro-4-((3,5-difluoropyridin-2-yl)methoxy)-2'-(3-(2-Hydroxypropan-2-yl)-4-methyl-1H-pyrazol-1-yl)-6-methyl-2H-[1,4'-bipyridyl]-2-one ClC=1C(N(C(=CC1OCC1=NC=C(C=C1F)F)C)C1=CC(=NC=C1Cl)N1N=C(C(=C1)C)C(C)(C)O)=O